5'-chloro-7'-oxo-N-(2-phenoxyethyl)-7',8'-dihydro-6'H-spiro[cyclohexane-1,9'-furo[2,3-f]quinazoline]-2'-carboxamide ClC=1C=C2C(=C3C4(NC(NC13)=O)CCCCC4)OC(=C2)C(=O)NCCOC2=CC=CC=C2